CC=1C(=NOC1C)NS(=O)(=O)C=1C(=CC=CC1)C1=C(C=CC=C1)COC N-(4,5-dimethylisoxazol-3-yl)-2'-(methoxymethyl)-[1,1'-biphenyl]-2-sulfonamide